O=C(C(=O)O)C(C)C1=CC=CC=C1 alpha-oxophenylbutyric acid